5-chloro-3-methylpent-2-en-1-ol ClCCC(=CCO)C